FC=1C=C(NC=2OC[C@@](CN2)(F)CO)C=C(C1OC1=C2C(=NC=C1)NC=C2C(F)(F)F)F [(5S)-2-(3,5-difluoro-4-{[3-(trifluoromethyl)-1H-pyrrolo[2,3-b]pyridin-4-yl]oxy}anilino)-5-fluoro-5,6-dihydro-4H-1,3-oxazin-5-yl]methanol